Ethyl (S)-3-amino-3-(5-chloro-4-fluoro-2',6'-dimethyl-[1,1'-biphenyl]-3-yl)propanoate N[C@@H](CC(=O)OCC)C=1C=C(C=C(C1F)Cl)C1=C(C=CC=C1C)C